(4-chloro-6-phenyl-[1,3,5]triazin-2-yl)-isopropyl-amine ClC1=NC(=NC(=N1)C1=CC=CC=C1)NC(C)C